(S)-N-(2-(2-cyanopyrrolidin-1-yl)-2-oxoethyl)-6-(3-((4-iodobenzyl)amino)propoxy)quinoline-4-carboxamide C(#N)[C@H]1N(CCC1)C(CNC(=O)C1=CC=NC2=CC=C(C=C12)OCCCNCC1=CC=C(C=C1)I)=O